C(C)OC(C(Cl)(Cl)Cl)=O ethyltrichloroacetate